NC1=NC=CC2=C1N(C(N2[C@H]2CNC[C@@H](C2)O)=O)C2=CC=C(C=C2)OC2=CC=CC=C2 4-amino-1-[(3R,5R)-5-hydroxy-3-piperidyl]-3-(4-phenoxyphenyl)imidazo[4,5-c]pyridin-2-one